(S)-2-(((S)-1-(8-bromodibenzo[b,d]furan-3-yl)-2,2,2-trifluoroethyl)amino)-N-(1-cyanocyclopropyl)-4-methylpentanamide BrC=1C=CC2=C(C3=C(O2)C=C(C=C3)[C@@H](C(F)(F)F)N[C@H](C(=O)NC3(CC3)C#N)CC(C)C)C1